tert-butyl {R}-3-phenylpiperazine-1-carboxylate C1(=CC=CC=C1)[C@@H]1CN(CCN1)C(=O)OC(C)(C)C